C(C)(C)(C)OC(CCCCCCCCCCCCCCC(=O)O)=O 16-(tert-butoxy)-16-oxohexadecanoic acid